1-(7-(4-methylbenzyl)-7H-pyrrolo[2,3-d]pyrimidine-4-yl)-N-nonylpiperidin-4-amine CC1=CC=C(CN2C=CC3=C2N=CN=C3N3CCC(CC3)NCCCCCCCCC)C=C1